Methyl ((4-methoxyphenyl)sulfonyl)carbamate COC1=CC=C(C=C1)S(=O)(=O)NC(OC)=O